tert-butyl (2-((4-(pyrrolidin-1-yl)quinazoline-2-yl)amino)ethyl)carbamate N1(CCCC1)C1=NC(=NC2=CC=CC=C12)NCCNC(OC(C)(C)C)=O